C[Si](=[Ti](NC(C)(C)C)C1(C(=C(C(=C1)C)C)C)C)C dimethylsilylene(tetramethylcyclopentadienyl)(tert-butylamino)titanium